CN(C1=CC=NC2=CC=C(N=C12)C=1C(=NNC1)C1=NC(=CC=C1)C)CCCN1CCOCC1 N-methyl-6-[3-(6-methyl-2-pyridyl)-1H-pyrazol-4-yl]-N-(3-morpholinopropyl)-1,5-naphthyridin-4-amine